CC1=CC=C(O1)C=C1C=C(C(C(=C1)C(C)(C)C)=O)C(C)(C)C 4-(5-methyl-2-furyl)methylene-2,6-di-tert-butyl-cyclohexadien-1-one